tert-butyl 2-(2-cyclopentylphenyl)-4-(4-methoxybenzyl)piperidine-1-carboxylate C1(CCCC1)C1=C(C=CC=C1)C1N(CCC(C1)CC1=CC=C(C=C1)OC)C(=O)OC(C)(C)C